O=C(OC)CCOCCOCCOCCNC(CNCC(NCCOCCOCCOCCC(=O)O)=O)=O 3,16,20-trioxo-2,6,9,12,24,27,30-heptaoxa-15,18,21-triazatritriacontan-33-oic acid